dibutyl disulfid C(CCC)SSCCCC